(6-methoxynaphthalen-2-yl)methanamine COC=1C=C2C=CC(=CC2=CC1)CN